C(C)C(C(C(=O)[O-])(F)F)(CC=O)NCC=1C=C2CN(C(C2=CC1)=O)C1C(NC(CC1)=O)=O Ethyl-(((2-(2,6-dioxopiperidin-3-yl)-1-oxoisoindolin-5-yl) methyl) amino)-2,2-difluoro-5-oxopentanoate